1-(tert-butyl) 2-methylazetidine-1,2-dicarboxylate CC1(N(CC1)C(=O)OC(C)(C)C)C(=O)[O-]